CC1(OB(OC1(C)C)C1=CC=CC2=C1N(C=N2)CCCN(CCCCNC(OC(C)(C)C)=O)C(C(F)(F)F)=O)C tert-butyl N-[4-[3-[7-(4,4,5,5-tetramethyl-1,3,2-dioxaborolan-2-yl)benzimidazol-1-yl]propyl-(2,2,2-trifluoroacetyl)amino]butyl]carbamate